C(C)OC(CCC(C)C1C(C(=CC1)C)(C)C)=O ethyl-4-(2,2,3-trimethylcyclopent-3-en-1-yl)pentanoate